N-cyclopentyl-1-hydroxy-6,6,9-trimethyl-3-pentyl-6a,7,8,10a-tetrahydro-6H-benzo[c]chromene-2-carboxamide C1(CCCC1)NC(=O)C=1C(=C2C3C(C(OC2=CC1CCCCC)(C)C)CCC(=C3)C)O